C(CCCC(=O)OC1=C(C=C(C=C1)C=O)OC)(=O)OC1=C(C=C(C=C1)C=O)OC Bis(4-formyl-2-methoxyphenyl) glutarate